C(C)(C)(C)OC(=O)N1C[C@H](CC1)OC1=C(C=C(C(=O)N2CCC(CC2)OC=2C=C(C=C(C2)F)N2CCN(CC2)C(=O)OC(C)(C)C)C=C1)N1CCCCC1 tert-butyl (S)-4-(3-((1-(4-((1-(tert-butoxycarbonyl)pyrrolidin-3-yl)oxy)-3-(piperidin-1-yl)benzoyl)piperidin-4-yl)oxy)-5-fluorophenyl)piperazine-1-carboxylate